2-(2-methylphenyl)azepane CC1=C(C=CC=C1)C1NCCCCC1